BrCC(=O)C=1C=CC(=NC1F)CC(=O)N (5-(2-bromoacetyl)-6-fluoropyridin-2-yl)acetamide